13,13-bis((2-carboxyethoxy)methyl)-1-((2,4-dinitrophenyl)amino)-11-oxo-3,6,9,15-tetraoxa-12-azaoctadecan-18-oic acid C(=O)(O)CCOCC(NC(COCCOCCOCCNC1=C(C=C(C=C1)[N+](=O)[O-])[N+](=O)[O-])=O)(COCCC(=O)O)COCCC(=O)O